5-(aminomethyl)-2-(2,6-dioxopiperidin-3-yl)isoindoline-1,3-dione NCC=1C=C2C(N(C(C2=CC1)=O)C1C(NC(CC1)=O)=O)=O